methacryloyloxyethyldimethylammonium C(C(=C)C)(=O)OCC[NH+](C)C